O=C1NC2=CC=CN=C2C=C1C(=O)[O-] 2-oxo-1,2-dihydro-1,5-naphthyridine-3-carboxylate